(trans)-3-ethoxy-2-(3-methoxy-4-(methoxymethoxy)phenyl)-5,7-bis(methoxymethoxy)chroman-4-one C(C)O[C@H]1[C@@H](OC2=CC(=CC(=C2C1=O)OCOC)OCOC)C1=CC(=C(C=C1)OCOC)OC